tert-butyl (6S)-2-(4-chloro-2-fluoro-6-(4,4,5,5-tetramethyl-1,3,2-dioxaborolan-2-yl)benzyl)-6-methylmorpholine-4-carboxylate ClC1=CC(=C(CC2CN(C[C@@H](O2)C)C(=O)OC(C)(C)C)C(=C1)B1OC(C(O1)(C)C)(C)C)F